N1CC(C1)NC(=O)C=1SC2=C(N=C(N=C2N2CCOCC2)N/N=C/C=2C=C(C=CC2)C)N1 N-(azetidin-3-yl)-7-morpholino-5-[(2E)-2-(m-tolylmethylene)hydrazino]thiazolo[4,5-d]pyrimidine-2-carboxamide